((R)-S-(difluoromethyl)sulfonimidoyl)-N-((2-(2-((cis)-2,6-dimethylmorpholino)pyrimidin-4-yl)-1,6-naphthyridin-7-yl)methyl)benzamide FC([S@@](=O)(=N)C1=C(C(=O)NCC2=NC=C3C=CC(=NC3=C2)C2=NC(=NC=C2)N2C[C@@H](O[C@@H](C2)C)C)C=CC=C1)F